O=C1NC(CCC1N1C(C2=CC=C(C=C2C1=O)N1CC(CC1)CN1CCN(CC1)C1=C(C=C(C=C1)NC=1N=C(N=NC1C(=O)N)N1CCCCC1)F)=O)=O 5-((4-(4-((1-(2-(2,6-dioxopiperidin-3-yl)-1,3-dioxoisoindolin-5-yl)pyrrolidine-3-yl)methyl)piperazin-1-yl)-3-fluorophenyl)amino)-3-(piperidin-1-yl)-1,2,4-triazine-6-carboxamide